7H,8H-porphyrin-3-carboxylate C12=CC(=C(N1)C=C1CCC(=N1)C=C1C=CC(N1)=CC=1C=CC(N1)=C2)C(=O)[O-]